O=C1NC(CCC1N1C(C2=CC=CC(=C2C1=O)CN1C[C@H](OCC1)/C=C/C(=O)N1CCC(CC1)NC(OCC1=CC=CC=C1)=O)=O)=O benzyl (1-((E)-3-((2R)-4-((2-(2,6-dioxopiperidin-3-yl)-1,3-dioxoisoindolin-4-yl)methyl)morpholin-2-yl)acryloyl)piperidin-4-yl)carbamate